1-(4-chloro-2-fluorophenyl)-2-(2,6-dibromophenyl)ethan-1-ol Ethyl-4-((3-chloro-4-(3-hydroxyphenoxy)phenyl)amino)-7-fluoro-1H-indole-2-carboxylate C(C)N1C(=CC2=C(C=CC(=C12)F)NC1=CC(=C(C=C1)OC1=CC(=CC=C1)O)Cl)C(=O)OC(CC1=C(C=CC=C1Br)Br)C1=C(C=C(C=C1)Cl)F